C(C)(C)C1=C(C(=O)N)C=C(C=N1)C1=C(C=C(C=C1)NC(C(C1=CC=CC=C1)OC)=O)C isopropyl-5-(4-(2-methoxy-2-phenyl-acetamido)-2-methyl-phenyl)nicotinamide